(bromophenyl)ethylamine BrC1=C(C=CC=C1)CCN